O[C@@H](CNC(O[C@@H]1CC[C@H](CC1)C(N(C[C@@H]1CC[C@H](CC1)C1=NC(=C(C=C1)OC)C)C1=NC=CC(=C1)C=1N=C(OC1)C1CC1)=O)=O)C trans-4-((4-(2-Cyclopropyloxazol-4-yl)pyridin-2-yl)-((trans-4-(5-meth-oxy-6-methylpyridin-2-yl)cyclohexyl)-methyl)carbamoyl)-cyclohexyl ((R)-2-hydroxypropyl)carbamate